OC[C@@H](CB(O[C@@H](CO)C)O)C=1C=NC=C(C1)C1=CC(=C(C=C1)OC)OCCC (R)-1-hydroxypropan-2-yl hydrogen ((S)-3-hydroxy-2-(5-(4-methoxy-3-propoxyphenyl)pyridin-3-yl)propyl)boronate